ClC1=C(C=CC=C1)C1=C2N(C(=NC1=O)NCC(C)(C)O)C=CC(=C2)C(F)(F)F 4-(2-chlorophenyl)-1-((2-hydroxy-2-methylpropyl)amino)-6-(trifluoromethyl)-3H-pyrido[1,2-c]pyrimidin-3-one